methyl-[(1S,2S)-2-(methylamino)cyclohexyl]amine CN[C@@H]1[C@H](CCCC1)NC